(4,4-difluorocyclohexyl)methyl (1-hydroxy-7-methyl-1,3-dihydrobenzo[c][1,2]oxaborole-6-carbonyl)-L-valinate OB1OCC2=C1C(=C(C=C2)C(=O)N[C@@H](C(C)C)C(=O)OCC2CCC(CC2)(F)F)C